2-(2-((2-phenylpropan-2-yl)oxy)ethyl)-6-(4,4,5,5-tetramethyl-1,3,2-dioxaborolan-2-yl)isoindolin-1-one C1(=CC=CC=C1)C(C)(C)OCCN1C(C2=CC(=CC=C2C1)B1OC(C(O1)(C)C)(C)C)=O